C(C)(C)N(C1=NC=C(C#N)C=C1)C 6-(isopropyl-(methyl)amino)nicotinonitrile